Tert-butyl N-[4-[[4-[3-[1-(2,6-dioxo-3-piperidyl)-3-methyl-2-oxo-benzimidazol-5-yl] propanoyl]piperazin-1-yl]methyl]cyclohexyl]carbamate O=C1NC(CCC1N1C(N(C2=C1C=CC(=C2)CCC(=O)N2CCN(CC2)CC2CCC(CC2)NC(OC(C)(C)C)=O)C)=O)=O